N-(4-Benzooxazol-2-yl-phenyl)-N,N-bis{4-(2-phenyl-benzooxazol-6-yl)-phenyl}-amine O1C(=NC2=C1C=CC=C2)C2=CC=C(C=C2)N(C2=CC=C(C=C2)C2=CC1=C(N=C(O1)C1=CC=CC=C1)C=C2)C2=CC=C(C=C2)C2=CC1=C(N=C(O1)C1=CC=CC=C1)C=C2